NCCC[C@H](C(=O)O)N1C(C=CC1=O)=O (R)-5-amino-2-(2,5-dioxo-2,5-dihydro-1H-pyrrol-1-yl)pentanoic acid